C(C)OC(CNC(C(C(C)C)N(C(CP(=O)(OCC)OCC)=O)CC1=CC=CC=C1)=O)=O ethyl(2-[benzyl[(diethoxyphosphoryl)acetyl]amino]-3-methylbutyrylamino)acetate